ClC=1C(=NC(=NC1)NC1=CC(=C(C(=O)O)C=C1OC)F)NC1=C(C=CC=C1)I 4-((5-chloro-4-((2-iodophenyl)amino)pyrimidin-2-yl)amino)-2-fluoro-5-methoxybenzoic acid